methyl 1-(4-bromo-3-methoxy-phenyl)cyclopropanecarboxylate BrC1=C(C=C(C=C1)C1(CC1)C(=O)OC)OC